C(C)(=O)N1CCP(CC1)(=O)C1=CC2=C(N=C(N=C2N[C@H](C)C2=C(C(=CC=C2)C(F)(F)F)C)C)N=C1OC 1-acetyl-4-[7-methoxy-2-methyl-4-({(1R)-1-[2-methyl-3-(trifluoromethyl)phenyl]ethyl}amino)pyrido[2,3-d]pyrimidin-6-yl]-1,4lambda5-azaphosphinan-4-one